C(C)(C)(C)C=1C=CC(=C(C1)N1N=C2C(=N1)C=CC=C2)O 2-(5'-tert-Butyl-2'-hydroxyphenyl)-benzotriazol